N-[5-fluoro-4-[4-(1-methyl-4-piperidyl)phenoxy]-6-(o-tolyl)pyrimidin-2-yl]-1-methyl-pyrazole-4-sulfonamide FC=1C(=NC(=NC1C1=C(C=CC=C1)C)NS(=O)(=O)C=1C=NN(C1)C)OC1=CC=C(C=C1)C1CCN(CC1)C